ClC(CCCC(OCC1=CC=CC=C1)OC(CCCC(C)Cl)OCC1=CC=CC=C1)C 4-chloropentylbenzyloxymethyl ether